C(C)(C)(C)OC(CCOCCOCCOCCOCCOCCOCCOCCOCCN(CCOCC=O)C(=O)OC(C)(C)C)=O.N1=C(C=CC=C1)[C@H](C)N1C=NC(=C1)C=O {1-[(1S)-1-(2-pyridinyl)ethyl]-1H-imidazol-4-yl}methanone tert-Butyl-6-(tert-butoxycarbonyl)-1-oxo-3,9,12,15,18,21,24,27,30-nonaoxa-6-azatritriacontan-33-oate